(S)-(4-(4-bromopyrazolo[1,5-a]pyridin-2-yl)-1,4,6,7-tetrahydro-5H-imidazo[4,5-c]pyridin-5-yl)(5-cyclopropyl-1,3,4-oxadiazol-2-yl)methanone BrC=1C=2N(C=CC1)N=C(C2)[C@H]2N(CCC1=C2N=CN1)C(=O)C=1OC(=NN1)C1CC1